Cl.C(C)(C)O isopropanol-HCl